spiro[cyclopropane-1,2'-naphthalene] C1C2(C=CC3=CC=CC=C13)CC2